CC1=CNC2=NC=C(C=C21)C=2C=C1CCOCC1=C(C2)[C@@H]2NCCC2 (R)-3-methyl-5-(8-(pyrrolidin-2-yl)isochroman-6-yl)-1H-pyrrolo[2,3-b]Pyridine